FC=1C=C(C=C2CC(CC12)C=O)OCC(C(=O)OC)NC(=O)OC(C)(C)C Methyl 3-[(7-fluoro-2-formyl-2,3-dihydro-1H-inden-5-yl)oxy]-2-[(2-methylpropan-2-yl)oxycarbonylamino]propanoate